C1(=CC=CC2=CC3=CC=CC=C3C=C12)CC(CC)=O 1-anthryl-butanone